ClC1=C(OC2CCN(CC2)S(=O)(=O)C2=CC=C(C=C2)NC(NCC=2C=NC=CC2)=O)C=CC(=C1)F 3-{4-[4-(2-chloro-4-fluorophenoxy)piperidine-1-sulfonyl]phenyl}-1-(pyridin-3-ylmethyl)urea